trimethyl-(methyl-cyclopentadiene) platinum [Pt].CC1=C(C(=C(C1)C)C)C